1,4-di(oxiran-2-yl)butane O1C(C1)CCCCC1OC1